C(C)(=O)C1=CN(C2=CC=C(C=C12)C=1C=NC(=NC1)C)CC(=O)N1[C@@H](C[C@H](C1)F)C(=O)NC=1C(=C(C=CC1)C1=C(C=C(C(=C1)F)F)Cl)F (2S,4R)-1-(2-(3-acetyl-5-(2-methylpyrimidin-5-yl)-1H-indol-1-yl)acetyl)-N-(2'-chloro-2,4',5'-trifluorobiphenyl-3-yl)-4-fluoropyrrolidine-2-carboxamide